FC1=C(C=C(C=C1)NC1=C2C=C(NC2=CC(=C1)F)C(=O)O)Cl 4-((4-fluoro-3-chlorophenyl)amino)-6-fluoro-1H-indole-2-carboxylic acid